C(C=C)(=O)N1[C@H](CN(CC1)C1=NC(N(C2=CC(=C(C=C12)Cl)C1=C(C=CC=C1O)F)C[C@H]1N(CCC1)C)=O)CC#N ((2S)-1-propenoyl-4-(6-chloro-7-(2-fluoro-6-hydroxyphenyl)-1-(((S)-1-methylpyrrolidin-2-yl)methyl)-2-oxo-1,2-dihydroquinazolin-4-yl)piperazin-2-yl)acetonitrile